4-(Benzyloxy)-2-((4-ethoxyphenyl)ethynyl)-6-((tetrahydro-2H-pyran-2-yl)methoxy)nicotinonitrile C(C1=CC=CC=C1)OC1=CC(=NC(=C1C#N)C#CC1=CC=C(C=C1)OCC)OCC1OCCCC1